(tetradecyl)tris(hexyl)ammonium C(CCCCCCCCCCCCC)[N+](CCCCCC)(CCCCCC)CCCCCC